benzothienyl-alaninamide S1C(=CC2=C1C=CC=C2)N[C@@H](C)C(=O)N